CN(C(C=C)=O)CCOC=1C=NC=CC1C1=C(C2=NC=CC=C2N1)C1=CC=CC=C1 N-methyl-N-(2-{[4-(3-phenyl-1H-pyrrolo[3,2-b]pyridin-2-yl)pyridin-3-yl]oxy}ethyl)prop-2-enamide